4-[4-{4-(4-ethylbenzyloxy)phenylazo}-2-methylphenyl-azo]-4'-ethoxycarbonyl-biphenyl C(C)C1=CC=C(COC2=CC=C(C=C2)N=NC2=CC(=C(C=C2)N=NC2=CC=C(C=C2)C2=CC=C(C=C2)C(=O)OCC)C)C=C1